6'-hydroxy-2'-((4-(methylsulfonyl)phenyl)amino)-6',7'-dihydro-8'H-spiro[cyclohexane-1,9'-pyrazino[1',2':1,5]pyrrolo[2,3-d]pyrimidin]-8'-one OC1NC(C2(N3C1=CC1=C3N=C(N=C1)NC1=CC=C(C=C1)S(=O)(=O)C)CCCCC2)=O